C(CCCCCCCCCCCCCCC)C1=CC=C(C=C1)S(=O)(=O)[O-] 4-hexadecylbenzenesulfonate